tert-butyl 3-((4-(5-carbamoyl-6-oxo-2-(trifluoromethyl)-1,6-dihydropyridin-3-yl)phenoxy)methyl)azetidine-1-carboxylate C(N)(=O)C1=CC(=C(NC1=O)C(F)(F)F)C1=CC=C(OCC2CN(C2)C(=O)OC(C)(C)C)C=C1